2-(5-chloro-2-(trifluoromethyl)phenyl)-1H-pyrrolo[2,3-b]pyridin-6-amine ClC=1C=CC(=C(C1)C1=CC=2C(=NC(=CC2)N)N1)C(F)(F)F